COC(=O)C1=CN=CN1C(CCC)C1=CC=C(C=C1)C=1C=NC(=CC1)C(F)(F)F 1-(1-(4-(6-(trifluoromethyl)pyridin-3-yl)phenyl)butyl)-1H-imidazole-5-carboxylic acid methyl ester